(S)-2-(2,2-dimethyl-1,3-dioxolan-4-yl)acetaldehyde CC1(OC[C@@H](O1)CC=O)C